CC1=CC=CC(=N1)C1=C(C=NN1)C=1C=C2C(=CC=NC2=CC1)C(=O)OC[C@H]1NCCC1 [(2S)-pyrrolidin-2-yl]methyl 6-[5-(6-methyl-2-pyridyl)-1H-pyrazol-4-yl]quinoline-4-carboxylate